ClC1=C(C=CC=C1C1=NC(=C(C=C1)CN1CC(CC1)(C)O)OC)C1=C(C(=CC=C1)NC(=O)C=1C(N(C(N(C1)C)=O)C)=O)C N-(2'-chloro-3'-(5-((3-hydroxy-3-methylpyrrolidin-1-yl)methyl)-6-methoxypyridin-2-yl)-2-methyl-[1,1'-biphenyl]-3-yl)-1,3-dimethyl-2,4-dioxo-1,2,3,4-tetrahydropyrimidine-5-carboxamide